3-chloro-α,α,2-trifluoro-phenylpropionic acid ClC=1C(=C(C=CC1)CC(C(=O)O)(F)F)F